CC=1N=C2C(=NC1N1CCC3(CC1)[C@@H](C1=CC=CC=C1C3)N)NN=C2N2CCCC2 (1S)-1'-[5-methyl-3-(pyrrolidin-1-yl)-1H-pyrazolo[3,4-b]pyrazin-6-yl]-1,3-dihydrospiro[indene-2,4'-piperidin]-1-amine